Cl.Cl.BrC=1C=NC=C(C1OCCN)Br 2-(3,5-Dibromopyridin-4-yloxy)ethylamine dihydrochloride